[OH-].C[N+]1(C(CCCC1C)C)C N,N-dimethyl-2,6-dimethylpiperidinium hydroxide